C(C)(C)(C)[Si](OC1CN(C1)C1=C(C=C2C(=N1)N=C(S2)N2CCOCC2)[N+](=O)[O-])(C)C 4-(5-(3-((tertbutyldimethylsilyl)oxy)azetidin-1-yl)-6-nitrothiazolo[4,5-b]pyridin-2-yl)morpholine